1-(1-ethyl-3-phenyl-1H-pyrazol-5-yl)-3-(trans-1-(2-methoxyethyl)-4-phenylpyrrolidin-3-yl)urea C(C)N1N=C(C=C1NC(=O)N[C@@H]1CN(C[C@H]1C1=CC=CC=C1)CCOC)C1=CC=CC=C1